6-ethoxy-N-ethyl-2H-chromene-3-carboxamide C(C)OC=1C=C2C=C(COC2=CC1)C(=O)NCC